3-[1-[dideuterio(pyridin-3-yl)methyl]-7-fluoro-benzimidazol-2-yl]-4-methyl-1,2,5-oxadiazole [2H]C(N1C(=NC2=C1C(=CC=C2)F)C2=NON=C2C)(C=2C=NC=CC2)[2H]